5-((1R,3r,5S)-(3-((5-cyclopropyl-3-(2,6-dichlorophenyl) isoxazol-4-yl) methoxy)-8-azabicyclo[3.2.1]octan-8-yl)-1,3,4-oxadiazol-2-yl)-2-methylbenzoate C1(CC1)C1=C(C(=NO1)C1=C(C=CC=C1Cl)Cl)COC1C[C@H]2CC[C@@H](C1)N2C2=NN=C(O2)C=2C=CC(=C(C(=O)[O-])C2)C